IC1=NN2C(CN(CC2)C(C)=O)=C1 1-(2-Iodo-6,7-dihydropyrazolo[1,5-a]pyrazin-5(4H)-yl)ethan-1-one